rhenium bis(triphenylphosphine) C1(=CC=CC=C1)P(C1=CC=CC=C1)C1=CC=CC=C1.C1(=CC=CC=C1)P(C1=CC=CC=C1)C1=CC=CC=C1.[Re]